4-(allyloxy)-1-methyl-2-nitrobenzene C(C=C)OC1=CC(=C(C=C1)C)[N+](=O)[O-]